ClC=1C=C(C=CC1Cl)N=C=S 3,4-dichloro-1-isothiocyanatobenzene